N=1C=NN2C1C=CC(=C2)C=2C=CN1N=C(N=C(C12)OC)NC1CCC(CC1)(O)C trans-4-((5-([1,2,4]Triazolo[1,5-a]pyridin-6-yl)-4-methoxypyrrolo[2,1-f][1,2,4]triazin-2-yl)amino)-1-methylcyclohexan-1-ol